FC1=C(C=CC=C1C[C@@H]1N(CC2(CC2)[C@@H]1NS(=O)(=O)C)C(=O)C1(CCC1)O)C1=CC=CC=C1 N-((6S,7S)-6-((2-fluoro-[1,1'-biphenyl]-3-yl)methyl)-5-(1-hydroxycyclobutane-1-carbonyl)-5-azaspiro[2.4]heptan-7-yl)methanesulfonamide